ClC1=C(C=CC=C1)NC(=O)C1=CC=C(C=C1)NC1=NC(=NC=C1F)NC1=CC(=C(C(=O)OC)C=C1)F methyl 4-((4-((4-((2-chlorophenyl)carbamoyl)phenyl)amino)-5-fluoropyrimidin-2-yl)amino)-2-fluorobenzoate